2-bromo-4-(perfluoropropane-2-yl)-6-trifluoromethylaniline BrC1=C(N)C(=CC(=C1)C(C(F)(F)F)(C(F)(F)F)F)C(F)(F)F